C1(=CC=CC=C1)[SiH2][SiH2][SiH3] phenyl-trisilane